2-tert-butyl-N-[(1S)-1-cyclohexyl-2-[4-(3,5-dimethyl-1H-pyrazol-4-yl)anilino]-2-oxo-ethyl]pyrazole-3-carboxamide C(C)(C)(C)N1N=CC=C1C(=O)N[C@H](C(=O)NC1=CC=C(C=C1)C=1C(=NNC1C)C)C1CCCCC1